NC(CC1CCCCC1)N 4-bisaminoethylcyclohexane